5-methyl-5-(2-(pyridin-2-yl)ethyl)furan-2(5H)-one CC1(C=CC(O1)=O)CCC1=NC=CC=C1